N1-(2-(dimethylamino)ethyl)-5-methoxy-N1-methyl-N4-(4-(5'-methylspiro[cyclopropane-1,3'-pyrrolo[3,2-b]pyridin]-1'(2'H)-yl)-1,3,5-triazin-2-yl)benzene-1,2,4-triamine CN(CCN(C=1C(=CC(=C(C1)OC)NC1=NC=NC(=N1)N1CC2(C3=NC(=CC=C31)C)CC2)N)C)C